3-chloro-4-[methoxy[4-(trifluoromethoxy)phenyl]methyl]-5-(2H-1,2,3-triazol-2-yl)pyridine ClC=1C=NC=C(C1C(C1=CC=C(C=C1)OC(F)(F)F)OC)N1N=CC=N1